C1(=CC=CC=C1)SC1=CC2=C(NC(=N2)C2CCN(CC2)C(C=C)=O)C=C1 1-{4-[5-(phenylsulfanyl)-1H-1,3-benzoimidazol-2-yl]piperidin-1-yl}prop-2-en-1-one